cyclobutyl methyl-vinyl ether CC=COC1CCC1